C(CCCCCCCCC)(=O)N[C@@H](CC(=O)O)C(=O)O N-decanoyl-L-aspartic acid